NCCC(C(=O)O)(C)C 4-amino-2,2-dimethylbutanoic acid